N1=CC(=C2N1C=CC=C2)C2=CC=CC(=N2)C2CN(CCC2)C(=O)OC(C)(C)C tert-butyl 3-(6-(pyrazolo[1,5-a]pyridin-3-yl)pyridin-2-yl)piperidine-1-carboxylate